1-methylimidazo[1,2-a]pyridin-1-ium hydroxide [OH-].C[N+]=1C=CN2C1C=CC=C2